C(C)(C)(C)OC(=O)N1C[C@H](CCC1)NC1=NC=C(C(=N1)C1=CNC2=C(C=CC=C12)N)C(F)(F)F (S)-3-((4-(7-amino-1H-indol-3-yl)-5-(trifluoromethyl)pyrimidin-2-yl)amino)piperidine-1-carboxylic acid tert-butyl ester